Sodium methylpropenyl-sulfonate COS(=O)(=O)C=CC.[Na]